5-(1-adamantyloxycarbonyl)-7-oxo-bicyclo[2.2.1]Hept-2-ene C12(CC3CC(CC(C1)C3)C2)OC(=O)C2C3C=CC(C2)C3=O